NC1=NC=CC(=C1)C=1OC=C(N1)C(=O)NC=1C=C2CN(C(C2=CC1C=1C=NN(C1)C)=O)C[C@H](C(C)(C)O)F (R)-2-(2-Aminopyridin-4-yl)-N-(2-(2-fluoro-3-hydroxy-3-methylbutyl)-6-(1-methyl-1H-pyrazol-4-yl)-1-oxoisoindol-5-yl)oxazole-4-carboxamide